ClC1=CC2=C(N(C(=N2)C)C(C)C)C=C1C1=NC(=NC=C1F)Cl 5-chloro-6-(2-chloro-5-fluoropyrimidin-4-yl)-2-methyl-1-(propan-2-yl)-1H-benzimidazole